O=[V]=O dioxovanadium